8-[2-methyl-6-(trifluoromethyl)pyrimidin-4-yl]-2-[1-(oxetan-3-yl)-1H-pyrazolo[3,4-b]pyrazin-6-yl]-2,8-diazaspiro[4.5]decane CC1=NC(=CC(=N1)N1CCC2(CCN(C2)C2=CN=C3C(=N2)N(N=C3)C3COC3)CC1)C(F)(F)F